[NH4+].[N+](=O)([O-])C=1N=NC(N1)=O 3-nitro-1,2,4-triazole-5-one ammonium salt